BrC1=CC=NC2=CC=CC=C12 4-bromo-quinoline